4-(4-fluorophenyl)-N-(3-(methylsulfonamido)phenyl)thiophene-2-carboxamide FC1=CC=C(C=C1)C=1C=C(SC1)C(=O)NC1=CC(=CC=C1)NS(=O)(=O)C